(R)-3-[2-(2-methoxy-4-chlorobenzoyl)-1,2,3,4-tetrahydroisoquinolin-5-yl]-3-(7-methoxy-1-methyl-1H-benzo[d][1,2,3]triazol-5-yl)propionic acid ethyl ester C(C)OC(C[C@H](C1=CC2=C(N(N=N2)C)C(=C1)OC)C1=C2CCN(CC2=CC=C1)C(C1=C(C=C(C=C1)Cl)OC)=O)=O